6-amino-8-methyl-1,5-naphthyridine-3-carboxylic acid NC=1N=C2C=C(C=NC2=C(C1)C)C(=O)O